C12(CC(C1)C2)NC(CN2C(C(=CC=C2)NC([C@H](CC/C=C/C(=O)NC2CCCCC2)NC(=O)C=2N(C1=CC=CC=C1C2)CC)=O)=O)=O (S,E)-N7-(1-(2-(bicyclo[1.1.1]pentan-1-ylamino)-2-oxoethyl)-2-oxo-1,2-dihydropyridin-3-yl)-N1-cyclohexyl-6-(1-ethyl-1H-indole-2-carboxamido)hept-2-enediamide